CN1C(=O)NC(=O)NC1=O Monomethyl-isocyanuric acid